2-hydroxy-2-cyclobutyl-acetic acid benzyl ester C(C1=CC=CC=C1)OC(C(C1CCC1)O)=O